C(C)(C)(C)OC(=O)N1C(CN(CC1)C(=O)OC(C)(C)C)C(=O)O 1,4-bis(t-butoxycarbonyl)piperazine-2-carboxylic acid